methyl 4-bromo-1-methyl-3-(2,2,2-trifluoroethoxy)pyrrole-2-carboxylate BrC=1C(=C(N(C1)C)C(=O)OC)OCC(F)(F)F